butyl-sodium C(CCC)[Na]